(R)-3-(4-(6-fluoro-5-(2-(5-fluoro-2-methoxypyridin-3-yl)pyrrolidin-1-yl)pyrazolo[1,5-a]pyrimidin-3-yl)-1H-imidazol-5-yl)propan-1-ol FC=1C(=NC=2N(C1)N=CC2C=2N=CNC2CCCO)N2[C@H](CCC2)C=2C(=NC=C(C2)F)OC